2-[6-bromo-1',1',5-trifluoro-1-oxospiro[3H-isoquinoline-4,2'-cyclopropan]-2-yl]-N-[5-(trifluoromethyl)pyrimidin-2-yl]acetamide BrC=1C(=C2C(=CC1)C(N(CC21C(C1)(F)F)CC(=O)NC1=NC=C(C=N1)C(F)(F)F)=O)F